OCC(C(=O)NC)NC(=O)C1=C(OC2=C1C=C(C=C2)OCC2=C(N=CS2)C)C N-(3-hydroxy-1-(methylamino)-1-oxopropan-2-yl)-2-methyl-5-((4-methylthiazol-5-yl)methoxy)benzofuran-3-carboxamide